3-[difluoro(propoxy)methyl]-6-[6-[(1R)-2,2,2-trifluoro-1-methyl-ethoxy]-3-pyridinyl]-[1,2,4]triazolo[4,3-a]pyrazine FC(C1=NN=C2N1C=C(N=C2)C=2C=NC(=CC2)O[C@@H](C(F)(F)F)C)(OCCC)F